ClC=1C=C(C=CC1OC)C1=C(N=C(S1)NC1=C(C(=O)OC)C=C(C=N1)C=1SC=CC1)C1CC1 methyl 2-((5-(3-chloro-4-methoxyphenyl)-4-cyclopropylthiazol-2-yl)amino)-5-(thiophen-2-yl)nicotinate